4-[5-(2,4-difluorophenyl)-2,3-dimethyl-1,6-naphthyridin-7-yl]-2-(2-methyl-4-pyridyl)morpholine FC1=C(C=CC(=C1)F)C1=C2C=C(C(=NC2=CC(=N1)N1CC(OCC1)C1=CC(=NC=C1)C)C)C